(R)-4-(tert-butoxycarbonyl)-6,6-dimethylmorpholine-2-carboxylic acid C(C)(C)(C)OC(=O)N1C[C@@H](OC(C1)(C)C)C(=O)O